C(C)[N+](CC)(CC)[O-] Triethylamine oxide